(R,E)-2-cyclopentyl-N-(1-methoxy-4-(methylsulfonyl)but-3-en-2-yl)-4-phenoxypyrimidine-5-carboxamide C1(CCCC1)C1=NC=C(C(=N1)OC1=CC=CC=C1)C(=O)N[C@@H](COC)\C=C\S(=O)(=O)C